1-(1-Bromoethyl)-3-(difluoromethoxy)benzene BrC(C)C1=CC(=CC=C1)OC(F)F